O=C[C@H](O)[C@@H](O)[C@H](O)CO Xylose